(N-(4-((4-oxo-3,4-dihydro-phthalazin-1-yl)methyl)phenyl)sulfamoyl)carbamic acid tert-butyl ester C(C)(C)(C)OC(NS(NC1=CC=C(C=C1)CC1=NNC(C2=CC=CC=C12)=O)(=O)=O)=O